6-cyclopropyl-3-methyl-8-(3-nitrophenyl)-2,5-dioxopyrano[2,3-d]pyridazin-4-yl 4-methylbenzenesulfonate CC1=CC=C(C=C1)S(=O)(=O)OC1=C(C(OC=2C(=NN(C(C21)=O)C2CC2)C2=CC(=CC=C2)[N+](=O)[O-])=O)C